(2,3-dihydrobenzo[b][1,4]dioxin-6-yl)-3-(isoquinolin-6-ylamino)propan-1-one O1C2=C(OCC1)C=C(C=C2)C(CCNC=2C=C1C=CN=CC1=CC2)=O